Fluoromethyl-(triphenyl)phosphine tetrafluoroborate F[B-](F)(F)F.FCP(C1=CC=CC=C1)(C1=CC=CC=C1)C1=CC=CC=C1